4-((4-fluoro-5-(1H-indol-3-yl)-1H-pyrazol-3-yl)amino)-3-methylphenol FC=1C(=NNC1C1=CNC2=CC=CC=C12)NC1=C(C=C(C=C1)O)C